ClC=1C(=C(C(=CC1Cl)O)C(NS(=O)C(C)(C)C)C1CCN(CC1)C(=O)C1OC(OC1)(C)C)F N-[(3,4-dichloro-2-fluoro-6-hydroxyphenyl)[1-(2,2-dimethyl-1,3-dioxolane-4-carbonyl)piperidin-4-yl]methyl]-2-methylpropane-2-sulfinamide